2-methoxy-2-methyl-1-(triethylsiloxycarbonyl)methyl-1-aza-2-silacyclopentane CO[Si]1(N(CCC1)CC(=O)O[Si](CC)(CC)CC)C